FC=1C=C(C=C(C1)F)C1CC=NN1C(=O)C12CC(C1)(C2)CN2C(=NC1=C2C=C(C=C1)F)C (5-(3,5-difluorophenyl)-4,5-dihydro-1H-pyrazol-1-yl)(3-((6-fluoro-2-methyl-1H-benzo[d]imidazol-1-yl)-methyl)bicyclo[1.1.1]pentan-1-yl)methanone